1-(3-(benzyloxy)butyl)-1H-pyrazole-5-carboxylic acid C(C1=CC=CC=C1)OC(CCN1N=CC=C1C(=O)O)C